CS(=O)(=O)C1=CC=C(CC[C@]2(CN(CC2)C(C)(C)C2=NC=CC=C2)[C@@H]2OCCC2)C=C1 |o1:24| 2-(2-((S)-3-(4-(methylsulfonyl)phenethyl)-3-((R or S)-tetrahydrofuran-2-yl)pyrrolidin-1-yl)propan-2-yl)pyridine